3-(1-oxo-5-(1-((1-oxo-2-phenyl-2,3,4,5-tetrahydro-1H-benzo[c]azepin-8-yl)methyl)piperidin-4-yl)isoindolin-2-yl)piperidine-2,6-dione O=C1N(CC2=CC(=CC=C12)C1CCN(CC1)CC=1C=CC2=C(C(N(CCC2)C2=CC=CC=C2)=O)C1)C1C(NC(CC1)=O)=O